N-(2,4-dimethoxybenzyl)-2-methoxyethylamine COC1=C(CNCCOC)C=CC(=C1)OC